C=CC1=CC=C(C=C1)S(=O)(=O)[O-].[Na+].C(C(=C)C)(=O)OCCO hydroxyethyl methacrylate sodium p-styrenesulfonate